styrene-ACRYLIC ACID C1=CC=C(C=C1)C=CC=CC(=O)O